C1(CC1)C1=NN(C=C1)[C@@H]1C[C@H](C1)CNC=1C=C2C(N(C(C2=CC1)=O)C1C(NC(CC1)=O)=O)=O 5-(((trans-3-(3-cyclopropyl-1H-pyrazol-1-yl)cyclobutyl)methyl)amino)-2-(2,6-dioxopiperidin-3-yl)isoindoline-1,3-dione